2-(2,6-dioxopiperidin-3-yl)-5-((5-(4-((1r,3r)-3-((7-nitro-10H-phenothiazin-3-yl)oxy)cyclobutoxy)piperidin-1-yl)pentyl)oxy)isoindoline-1,3-dione O=C1NC(CCC1N1C(C2=CC=C(C=C2C1=O)OCCCCCN1CCC(CC1)OC1CC(C1)OC=1C=CC=2NC3=CC=C(C=C3SC2C1)[N+](=O)[O-])=O)=O